C1(=CC=CC=C1)[C@H](C)N1[C@H]2C=C[C@@H]([C@@H]1C(=O)OC)C2 Methyl (1R,3R,4S)-2-((S)-1-phenylethyl)-2-azabicyclo[2.2.1]hept-5-ene-3-carboxylate